1-(2,6-Difluorophenyl)-N-[(4S)-3,4-dihydro-2H-chromen-4-yl]-4-(dimethylamino)-3-methyl-1H-pyrazolo[3,4-b]pyridine-5-carboxamide FC1=C(C(=CC=C1)F)N1N=C(C=2C1=NC=C(C2N(C)C)C(=O)N[C@H]2CCOC1=CC=CC=C21)C